1,4-dimethyl-mercaptobenzene CC1=C(C=C(C=C1)C)S